8-(4-(2-hydroxy-1-phenylethyl)piperazin-1-yl)-5-methyl-7-nitro-6-oxo-5,6-dihydro-1,5-naphthyridine-2-carbonitrile OCC(C1=CC=CC=C1)N1CCN(CC1)C1=C(C(N(C=2C=CC(=NC12)C#N)C)=O)[N+](=O)[O-]